7-bromo-3-(3,5-difluorophenyl)-8-methyl-1,7-bis(methylsulfonyl)imidazo[1,5-a]pyridine BrC1(C(=C2N(C=C1)C(N=C2S(=O)(=O)C)C2=CC(=CC(=C2)F)F)C)S(=O)(=O)C